ClC1C2(CCCC1)NC(NC1=CC=C3C(=C12)OC(=N3)C(=O)NCCOC)=O chloro-N-(2-methoxyethyl)-7-oxo-7,8-dihydro-6H-spiro[[1,3]oxazolo[5,4-f]quinazoline-9,1'-cyclohexane]-2-carboxamide